N1(CCNCCC1)C=1C=C(C=2N(C1)C(=NC2)C)C2=C(C(=O)N(C(C)C)CC)C=C(C=C2)F 2-[6-(1,4-diazepan-1-yl)-3-methylimidazo[1,5-a]pyridin-8-yl]-N-ethyl-5-fluoro-N-(isopropyl)benzamide